4-[4-(6-cyclobutylmethoxy-pyridin-2-yl)-2,6-difluoro-phenoxy]-butyric acid C1(CCC1)COC1=CC=CC(=N1)C1=CC(=C(OCCCC(=O)O)C(=C1)F)F